O[C@@H]1CNCC[C@@H]1C1=CC=C(C=C1)NC1C(NC(CC1)=O)=O 3-((4-((3S,4R)-3-hydroxypiperidin-4-yl)phenyl)amino)piperidine-2,6-dione